(R,S) or (S,S)-N'-((8-cyano-1,2,3,5,6,7-hexahydro-s-indacen-4-yl)carbamoyl)-5-(1,2-dihydroxypropan-2-yl)-3-fluorothiophene-2-sulfonimidamide C(#N)C=1C=2CCCC2C(=C2CCCC12)NC(=O)N=[S@](=O)(N)C=1SC(=CC1F)[C@@](CO)(C)O |o1:18|